(S)-N-((S)-1-(benzofuran-5-yl)butan-2-yl)-N,2-dimethylpropane-2-sulfinamide O1C=CC2=C1C=CC(=C2)C[C@H](CC)N([S@@](=O)C(C)(C)C)C